3-Methylamino-2-methyl-propan CNCC(C)C